3-Nitro-5-(trifluoromethyl)-1H-pyrrolo[3,2-b]pyridine [N+](=O)([O-])C1=CNC=2C1=NC(=CC2)C(F)(F)F